CN(CCOP(=O)(N(C)C)F)C 2-(dimethyl amino)ethyl-N,N-dimethylphosphoramidofluoridate